(S)-3-cyclopropylmorpholine C1(CC1)[C@@H]1NCCOC1